((2R,3S,4R,5R)-5-(4-aminopyrrolo[2,1-f][1,2,4]triazin-7-yl)-5-cyano-3,4-dihydroxytetrahydrofuran-2-yl)methyl 2-amino-2-methylpropanoate NC(C(=O)OC[C@H]1O[C@@]([C@@H]([C@@H]1O)O)(C#N)C1=CC=C2C(=NC=NN21)N)(C)C